3-amino-5-(4-chlorophenyl)-benzoic acid methyl ester COC(C1=CC(=CC(=C1)C1=CC=C(C=C1)Cl)N)=O